N-(4-fluorobenzyl)-3-((4-methylphenyl)sulphonamido)-4-(4-cyclohexylpiperazin-1-yl)-benzamide FC1=CC=C(CNC(C2=CC(=C(C=C2)N2CCN(CC2)C2CCCCC2)NS(=O)(=O)C2=CC=C(C=C2)C)=O)C=C1